diacetyloxy-ethoxy-(2-chloro-ethyl)-silane C(C)(=O)O[Si](CCCl)(OCC)OC(C)=O